6-(2-cyano-4-(5-methyl-1,2,4-oxadiazol-3-yl)phenyl)nicotinoyl chloride C(#N)C1=C(C=CC(=C1)C1=NOC(=N1)C)C1=NC=C(C(=O)Cl)C=C1